[N+](=O)([O-])C1=CC=C(C=C1)NC(OC)=O methyl (4-nitrophenyl)carbamate